[Br-].CO[Si](OC)(OC)CCC[N+](CCCC)(CCCC)CCCC N-trimethoxysilylpropyl-N,N,N-tributylammonium bromide